BrC=1C(=C(C(=CC1)[N+](=O)[O-])N1C[C@@H](N(CC1)C(=O)O)CNC)C(F)(F)F (2S)-4-[3-bromo-6-nitro-2-(trifluoromethyl)phenyl]-2-[(methylamino)methyl]piperazin-1-carboxylic acid